tert-butyl (R or S)-(2-(4-((4-(bis(3,4-dimethoxybenzyl)amino)-2-((1-hydroxyhexan-3-yl)oxy)imidazo[2,1-f][1,2,4]triazin-7-yl)methyl)-2,6-difluorophenoxy)ethyl)(methyl)carbamate COC=1C=C(CN(C2=NC(=NN3C2=NC=C3CC3=CC(=C(OCCN(C(OC(C)(C)C)=O)C)C(=C3)F)F)O[C@@H](CCO)CCC)CC3=CC(=C(C=C3)OC)OC)C=CC1OC |o1:38|